CCCC(=O)O 4-butanoic acid